N1C(=NC2=C1C=CC=C2)CNC2=NC(=NC=1N2N=CC1C(C)C)N1C[C@H](OCC1)C |r| (rac)-N-[(1H-benzimidazol-2-yl)methyl]-2-[2-methylmorpholin-4-yl]-8-(propan-2-yl)pyrazolo[1,5-a][1,3,5]triazin-4-amine